2-Chloro-N-[[6-[3-[(3S)-5,5-dimethylpyrrolidin-3-yl]propylamino]-2-pyridyl]sulfonyl]-6-[3-(2-dispiro[2.0.2.1]heptan-7-ylethoxy)-2-oxo-pyrrolidin-1-yl]pyridine-3-carboxamide ClC1=NC(=CC=C1C(=O)NS(=O)(=O)C1=NC(=CC=C1)NCCC[C@@H]1CNC(C1)(C)C)N1C(C(CC1)OCCC1C2(C13CC3)CC2)=O